N-(3-chloro-5-methylbenzyl)-1-(1H-indol-3-yl)propan-2-amine ClC=1C=C(CNC(CC2=CNC3=CC=CC=C23)C)C=C(C1)C